N1-(4-amino-1,3-dihydrofuro[3,4-c]pyridin-7-yl)-N2-(1-(thiazol-4-yl)ethyl)-N2-((5-(trifluoromethyl)pyridin-2-yl)methyl)oxalamide NC1=NC=C(C2=C1COC2)NC(C(=O)N(CC2=NC=C(C=C2)C(F)(F)F)C(C)C=2N=CSC2)=O